3-(5-(((1S,2S)-2-(3-(oxetan-3-yl)azetidin-1-yl)cyclohexyl)oxy)-1-oxoisoindolin-2-yl)piperidine-2,6-dione O1CC(C1)C1CN(C1)[C@@H]1[C@H](CCCC1)OC=1C=C2CN(C(C2=CC1)=O)C1C(NC(CC1)=O)=O